C(CCC)NC(C1=C(C=CC=C1OC)I)=O N-butyl-2-iodo-6-methoxybenzamide